N-[(4S)-chroman-4-yl]-8-(3,5-dichlorophenyl)-4-(4-oxoimidazolidin-1-yl)-1,7-naphthyridine-3-carboxamide O1CC[C@@H](C2=CC=CC=C12)NC(=O)C=1C=NC2=C(N=CC=C2C1N1CNC(C1)=O)C1=CC(=CC(=C1)Cl)Cl